3-bromophenylmethyl benzoate C(C1=CC=CC=C1)(=O)OCC1=CC(=CC=C1)Br